(1R,3R)-N-[(3S,4R)-3-hydroxy-3-methyl-chroman-4-yl]-3-(2-imino-4,4-dimethyl-6-oxo-hexahydropyrimidin-1-yl)-1-methyl-indane-5-carboxamide O[C@@]1(COC2=CC=CC=C2[C@H]1NC(=O)C=1C=C2[C@@H](C[C@H](C2=CC1)C)N1C(NC(CC1=O)(C)C)=N)C